[(2R)-but-3-yn-2-yloxyl](tert-butyl)diphenylsilane C[C@H](C#C)O[Si](C1=CC=CC=C1)(C1=CC=CC=C1)C(C)(C)C